(E)-N'-(6-bromo-2-cyano-5-methoxypyridin-3-yl)-N,N-dimethylformimidamide BrC1=C(C=C(C(=N1)C#N)/N=C/N(C)C)OC